FC1=C(C=C(C=C1)CC#N)OC (4-fluoro-3-methoxyphenyl)acetonitrile